1-((5-Cyano-1H-pyrazol-3-yl)methyl)-3-(3-cyano-4-fluorophenyl)-1-(2-methoxypyrimidin-5-yl)urea C(#N)C1=CC(=NN1)CN(C(=O)NC1=CC(=C(C=C1)F)C#N)C=1C=NC(=NC1)OC